3-[(5,6-diphenyl-1,2,4-triazin-3-yl)amino]propane-1,2-diol C1(=CC=CC=C1)C=1N=C(N=NC1C1=CC=CC=C1)NCC(CO)O